isooctyl 2-methyl-4-chlorobutyrate CC(C(=O)OCCCCCC(C)C)CCCl